O=C1N(C(CCC1N1C(C2=CC=C(C=C2C1)O[C@@H]1CN(CC[C@@H]1F)C(=O)OC(C)(C)C)=O)=O)COCC[Si](C)(C)C |o1:17| tert-butyl (3R*,4S)-3-((2-(2,6-dioxo-1-((2-(trimethylsilyl)ethoxy)methyl)piperidin-3-yl)-1-oxoisoindolin-5-yl)oxy)-4-fluoropiperidine-1-carboxylate